2-(benzoylamino)-N-(3-fluorophenyl)-1,3-selenazol-5-carboxamide C(C1=CC=CC=C1)(=O)NC=1[Se]C(=CN1)C(=O)NC1=CC(=CC=C1)F